N-(5-bromo-6-fluoropyridin-2-yl)-N-methylcarbamic acid tert-butyl ester C(C)(C)(C)OC(N(C)C1=NC(=C(C=C1)Br)F)=O